C1(=CC=CC=C1)C1=NC(=CC(=N1)Cl)Cl 2-phenyl-4,6-dichloropyrimidine